COC1=CC=C(NCC2=NN=C(N2C2=CC=CC=C2)C)C=C1 4-methoxy-N-((5-methyl-4-phenyl-4H-1,2,4-triazol-3-yl)methyl)aniline